ethyl-1,2-pentanediol C(C)C(C(CCC)O)O